tert-Butyl 4-((2R,5S)-4-(7-(4-cyanopyridin-2-yl)-5-(2-fluorophenyl)-7H-pyrrolo[2,3-d]pyrimidin-4-yl)-2,5-dimethylpiperazine-1-carbonyl)-4-hydroxypiperidine-1-carboxylate C(#N)C1=CC(=NC=C1)N1C=C(C2=C1N=CN=C2N2C[C@H](N(C[C@@H]2C)C(=O)C2(CCN(CC2)C(=O)OC(C)(C)C)O)C)C2=C(C=CC=C2)F